NC(CN(CCCN)C)C N1-(2-aminopropyl)-N1-methylpropane-1,3-diamine